[O-2].[O-2].[Cr+3].[Cr+3].[Cr+3] trichromium dioxide